CC=1N=C2SC=CN2C1 6-methylimidazo[2,1-b]thiazole